P(O)(=O)(OP(=O)(O)OP(=O)(O)O)OC[C@@H]1[C@H]([C@H]([C@@H](O1)N1C=NC=2C(O)=NC=NC12)OC)O 2'-O-methylinosine-5'-triphosphate